BrC1=CC2=C(N=C(S2)C2=C(SC=3CNCCC32)N)C=C1 3-(6-bromobenzo[d]thiazol-2-yl)-4,5,6,7-tetrahydrothieno[2,3-c]pyridin-2-amine